Ethyl N-[(2-thioxo-1,2-dihydropyridin-3-yl)carbonyl]alaninate S=C1NC=CC=C1C(=O)N[C@@H](C)C(=O)OCC